S(C1=C(C(=CC(=C1)C)C(C)(C)C)O)C1=C(C(=CC(=C1)C)C(C)(C)C)O 2,2'-thiobis-(4-methyl-6-t-butylphenol)